4-hydroxy-tetrahydro-2H-thiopyran 1,1-dioxide OC1CCS(CC1)(=O)=O